4-chloro-3-(difluoromethoxy)benzoic acid methyl ester COC(C1=CC(=C(C=C1)Cl)OC(F)F)=O